CS(=O)(=O)OC1CC2(COC2)C1 2-oxaspiro[3.3]heptane-6-yl methanesulfonate